4-(2'-(5-cyclobutyl-1H-imidazol-2-yl)-3,4'-bipyridin-5-yl)morpholine C1(CCC1)C1=CN=C(N1)C1=NC=CC(=C1)C=1C=NC=C(C1)N1CCOCC1